C(=O)C=1C=CC(=NC1)N1N=C(N=C1)C#N 1-(5-formylpyridin-2-yl)-1H-1,2,4-triazole-3-carbonitrile